4-Isopropyl-2-methyl-2,6-dihydro-7H-pyrazolo[3,4-d]pyridazin-7-one C(C)(C)C=1C=2C(C(NN1)=O)=NN(C2)C